N,N-dimethyl-lauryl-glycine benzyl-(3S*,4R*)-3-cyclopentyl-4-((2-((S)-2,6-dioxopiperidin-3-yl)-1-oxoisoindolin-5-yl)oxy)-pyrrolidine-1-carboxylate C(C1=CC=CC=C1)C1N(C[C@@H]([C@H]1C1CCCC1)OC=1C=C2CN(C(C2=CC1)=O)[C@@H]1C(NC(CC1)=O)=O)C(=O)O.CN(C(C(=O)O)CCCCCCCCCCCC)C |o1:10,11|